C(C)(=O)O[C@H](CBr)C (S)-1-bromopropan-2-yl acetate